(6-(2-(3-((2-cyanobenzo[d]thiazol-6-yl)oxy)-4-hydroxyphenoxy)acetamido)hexyl)triphenylphosphonium bromide [Br-].C(#N)C=1SC2=C(N1)C=CC(=C2)OC=2C=C(OCC(=O)NCCCCCC[P+](C1=CC=CC=C1)(C1=CC=CC=C1)C1=CC=CC=C1)C=CC2O